C(C1=CC=CC=C1)OC1C=CC1 3-benzyloxycyclobutene